C(#N)C1=CC(=C(C=C1)NS(=O)(=O)C1=CNC=2CC(CCC12)C(F)(F)F)F (-)-N-(4-cyano-2-fluorophenyl)-6-(trifluoromethyl)-4,5,6,7-tetrahydro-1H-indole-3-sulfonamide